3-(1,4-dimethyl-1H-benzo[d][1,2,3]triazol-5-yl)-3-(3-(((R)-6-ethyl-1-methyl-1,6,7,9-tetrahydro-8H-[1,4]oxazepino[7,6-f]indazol-8-yl)methyl)-4-methylphenyl)-2,2-dimethylpropionic acid CN1N=NC2=C1C=CC(=C2C)C(C(C(=O)O)(C)C)C2=CC(=C(C=C2)C)CN2C[C@H](OC=1C=C3C=NN(C3=CC1C2)C)CC